(R)-N-((1S,2R)-2-fluoro-1-(2-fluoro-5-methylphenyl)-3-oxo-3-(2,4,6-trioxo-1-(tetrahydro-2H-pyran-4-yl)hexahydropyrimidin-5-yl)propyl)-2-methylpropan-2-sulfinamide F[C@H]([C@H](C1=C(C=CC(=C1)C)F)N[S@](=O)C(C)(C)C)C(C1C(NC(N(C1=O)C1CCOCC1)=O)=O)=O